BrC1=CC=C(C=C1)NC(=O)N[C@H](C(=O)NCC(=O)OC(C)(C)C)CCS(=O)(=O)C tert-butyl {[(2S)-2-{[(4-bromophenyl)carbamoyl]amino}-4-(methylsulfonyl)butanoyl]amino}acetate